(1r,3r)-3-(4-fluoro-3-(trifluoromethyl)phenoxy)-N-((6-fluoroisoquinolin-5-yl)methyl)-1-methylcyclobutan-1-amine FC1=C(C=C(OC2CC(C2)(NCC2=C3C=CN=CC3=CC=C2F)C)C=C1)C(F)(F)F